Cl.N[C@@H](CC(=O)OCC)C=1C=C(C=C(C1F)C(F)(F)F)C1=C(C=CC=C1O)Cl ethyl (S)-3-amino-3-(2'-chloro-4-fluoro-6'-hydroxy-5-(trifluoromethyl)-[1,1'-biphenyl]-3-yl)propanoate hydrochloride